bromo-1,1'-biphenyl-2-amine BrC1=C(C(=CC=C1)C1=CC=CC=C1)N